N-(1-((S)-4-(4-Chloro-3-((S)-3-fluoropyrrolidin-1-yl)benzyl)-3-methylpiperazine-1-carbonyl)-1H-pyrazol-3-yl)methanesulfonamide ClC1=C(C=C(CN2[C@H](CN(CC2)C(=O)N2N=C(C=C2)NS(=O)(=O)C)C)C=C1)N1C[C@H](CC1)F